N[C@@H]1[C@@H](OCC12CCN(CC2)C2=C(N=C1C(=N2)NN=C1C=1C(=C2N=C(C=NC2=CC1)OC)Cl)CO)C {6-[(3s,4s)-4-amino-3-methyl-2-oxa-8-azaspiro[4.5]dec-8-yl]-3-(5-chloro-3-methoxyquinoxalin-6-yl)-1H-pyrazolo[3,4-b]pyrazin-5-yl}methanol